6-Isopropoxy-2-(tetrahydro-2H-pyran-4-yl)-2H-indazole-5-carboxamide C(C)(C)OC=1C(=CC2=CN(N=C2C1)C1CCOCC1)C(=O)N